Octanoyloxyphenyl-aminodimethyl-tetrahydrobenzyl-thiazine C(CCCCCCC)(=O)OC(C1CCCC=C1)(C=1NSC(=C(C1C)C)N)C1=CC=CC=C1